3-(4-methyl-2-(trifluoromethyl)benzoyl)-5,6-dihydroimidazo[1,2-a]pyrazin CC1=CC(=C(C(=O)C2=CN=C3N2CCN=C3)C=C1)C(F)(F)F